((R)-2-(6-chloro-3-methoxyquinolin-8-yl)-7,8-dihydro-[1,4]dioxino[2',3':3,4]benzo[1,2-d]thiazol-7-yl)methyl (2-((S)-2-hydroxypropoxy)pyrimidin-5-yl)carbamate O[C@H](COC1=NC=C(C=N1)NC(OC[C@@H]1OC2=C(C3=C(N=C(S3)C=3C=C(C=C4C=C(C=NC34)OC)Cl)C=C2)OC1)=O)C